(2S)-pentan-2-ol C[C@@H](CCC)O